4-Cyclopropyl-N-[(S)-(4,4-difluorocyclohexyl)-[7-[[(3R*)-4,4-dimethyl-2-oxo-pyrrolidin-3-yl]methyl]imidazo[1,2-b]pyridazin-2-yl]methyl]-1,2,5-oxadiazole-3-carboxamide C1(CC1)C=1C(=NON1)C(=O)N[C@H](C=1N=C2N(N=CC(=C2)C[C@H]2C(NCC2(C)C)=O)C1)C1CCC(CC1)(F)F |o1:21|